1-[2-(2,2,2-trifluoroethoxy)phenyl]propane-1,2-dione FC(COC1=C(C=CC=C1)C(C(C)=O)=O)(F)F